N1C=CC=2C1=NC=C(C2)OC2=C(C(=O)N)C=CC=C2 2-(1H-pyrrolo[2,3-b]pyridin-5-yloxy)benzamid